N-((2-(6-fluoro-4-methylpyridin-2-yl)-1,6-naphthyridin-7-yl)methyl)-4-methyl-3-(methylsulfonyl)benzamide FC1=CC(=CC(=N1)C1=NC2=CC(=NC=C2C=C1)CNC(C1=CC(=C(C=C1)C)S(=O)(=O)C)=O)C